C(C1=CC=CC=C1)OC[C@@H]1[C@H](N(CC1)C(=O)OC(C)(C)C)C(N(C)[C@H](C(=O)OC)C(C)C)=O tert-butyl (2S,3S)-3-[(benzyloxy)methyl]-2-{[(2S)-1-methoxy-3-methyl-1-oxobutan-2-yl](methyl)carbamoyl}pyrrolidine-1-carboxylate